Tetrapentyl-Thiuram Monosulfide C(CCCC)N(C(SC(N(CCCCC)CCCCC)=S)=S)CCCCC